N-[(7S)-3-propoxy-1,2-dimethoxy-10-methylsulfanyl-9-oxo-5,6,7,9-tetrahydrobenzo[a]heptalen-7-yl]acetamide C(CC)OC1=CC2=C(C3=CC=C(C(C=C3[C@H](CC2)NC(C)=O)=O)SC)C(=C1OC)OC